7-methyl-5-[4-(pyrimidin-2-yloxy)phenyl]-6-(pyrrolidin-3-yl)-7H-pyrrolo[2,3-d]Pyrimidin-4-amine CN1C(=C(C2=C1N=CN=C2N)C2=CC=C(C=C2)OC2=NC=CC=N2)C2CNCC2